O=C1NC(CCC1N1C(C2=CC=C(C=C2C1)C1=NC=CC2=C1C=C(S2)C=O)=O)=O 4-[2-(2,6-dioxopiperidin-3-yl)-1-oxo-2,3-dihydro-1H-isoindol-5-yl]thieno[3,2-c]pyridine-2-carbaldehyde